3-IODO-6-METHOXY-1H-PYRROLO[2,3-B]PYRIDINE-4-CARBALDEHYDE IC1=CNC=2N=C(C=C(C21)C=O)OC